ClC=1C=C(C=CC1C#N)N(C1CCC(CC1)NC(=O)C=1N=NC(=CC1)N1CCC(CC1)C=O)C N-((1r,4r)-4-((3-Chloro-4-cyanophenyl)(methyl)amino)cyclohexyl)-6-(4-formylpiperidin-1-yl)pyridazine-3-carboxamide